6-(1-methyl-1H-pyrazol-5-yl)quinoline-4-carboxylic acid CN1N=CC=C1C=1C=C2C(=CC=NC2=CC1)C(=O)O